3-(((R)-7-((2S,4R)-2-(2,5-Difluorophenyl)-4-(methylamino)piperidine-1-carbonyl)-7-azaspiro[4.5]decan-10-yl)methyl)quinazolin-4(3H)-one FC1=C(C=C(C=C1)F)[C@H]1N(CC[C@H](C1)NC)C(=O)N1CC2(CCCC2)[C@@H](CC1)CN1C=NC2=CC=CC=C2C1=O